2-(3-Chloro-4-(9-((4-chloropyridin-2-yl)methyl)-6-(1-methylcyclopropoxy)-9H-purin-8-yl)phenyl)acetamide ClC=1C=C(C=CC1C=1N(C2=NC=NC(=C2N1)OC1(CC1)C)CC1=NC=CC(=C1)Cl)CC(=O)N